ClC1=CC=C(C=C1)C(CC(=O)O)(C)C 3-(4-chlorophenyl)-3-methylbutanoic acid